C(CCC)OP(OCCCC)OCCCC tri-n-butyl-oxyphosphorus